(2S,4R)-1-((S)-2-acetamidopropionyl)-4-hydroxypyrrolidine-2-carboxylic acid C(C)(=O)N[C@H](C(=O)N1[C@@H](C[C@H](C1)O)C(=O)O)C